C(CN)N ethylendiamin